OCCC1[C@@H]2CN(C[C@H]12)NC(OC(C)(C)C)=O tert-butyl ((1R,5S,6s)-6-(2-hydroxyethyl)-3-azabicyclo[3.1.0]hexan-3-yl)carbamate